molybdenum bis(ethylbenzene) C(C)C1=CC=CC=C1.C(C)C1=CC=CC=C1.[Mo]